C(C)C=1N(C2=C(C(=NC(=C2)C)C)N1)C1=CC=C(C=C1)CCNC(=O)NS(=O)(=O)C1=CC=C(C)C=C1 1-(2-(4-(2-ethyl-4,6-dimethyl-1H-imidazo[4,5-c]pyridin-1-yl)phenyl)ethyl)-3-tosylurea